monobehenyl maleate C(\C=C/C(=O)[O-])(=O)OCCCCCCCCCCCCCCCCCCCCCC